N1=C(N=CC=C1)C1=C(C(=O)O)NC(NC1=O)=O.ClC1=NC(=CC=C1NS(=O)(=O)C)Cl N-(2,6-dichloro-3-pyridinyl)methanesulfonamide pyrimidinemonoorotate